C(C)(=O)NC1=C(C(=O)NC=2SC(=C(N2)C)[N+](=O)[O-])C=CC(=C1)NCCCCNC(C[C@H]1C=2N(C3=C(C(=N1)C1=CC=C(C=C1)Cl)C(=C(S3)C)C)C(=NN2)C)=O (S)-2-acetamido-4-((4-(2-(4-(4-chlorophenyl)-2,3,9-trimethyl-6H-thieno[3,2-f][1,2,4]triazolo[4,3-a][1,4]diazepin-6-yl)acetamido)butyl)amino)-N-(4-methyl-5-nitrothiazol-2-yl)benzamide